9,9-bis(4-(2-hydroxyethoxy)phenyl)-2,7-di(9-anthryl)fluorene OCCOC1=CC=C(C=C1)C1(C2=CC(=CC=C2C=2C=CC(=CC12)C=1C2=CC=CC=C2C=C2C=CC=CC12)C=1C2=CC=CC=C2C=C2C=CC=CC12)C1=CC=C(C=C1)OCCO